C(N)(OC1CNCC1CC1=CC=2C(=CN=C(C2Br)Cl)N1C)=O (4-((4-bromo-5-chloro-1-methyl-1H-pyrrolo[2,3-c]pyridin-2-yl) methyl) pyrrolidin-3-yl) carbamate